C(CCCCCCCCCCCCCCCCCCCCC)P(CCCC)[Pd]C1=C(C=CC=C1)C1=C(C=CC=C1)N (docosyl-n-butylphosphino)(2'-amino-1,1'-biphenyl-2-yl)palladium (II)